N1=C(C=CC=C1)C(C)C1=CC=C(C(=O)OC)C=C1 methyl 4-[1-(pyridin-2-yl)ethyl]benzoate